(8R,9S,10R,13S,14S,17R)-17-acetyl-6,10,13-trimethyl-3-oxo-2,3,8,9,10,11,12,13,14,15,16,17-dodecahydro-1H-cyclopenta[a]phenanthren-17-yl acetate C(C)(=O)O[C@@]1(CC[C@H]2[C@@H]3C=C(C4=CC(CC[C@@]4([C@H]3CC[C@]12C)C)=O)C)C(C)=O